N[C@@H](CCC(=O)NCC)C(=O)N1CNC2C1=CC=CN2 theanyl-tetrahydroimidazopyridine